N-(2-((2-(dimethylamino)ethyl)(methyl)amino)-4-methoxy-5-((8-methyl-7-oxo-6-(1H-pyrazol-3-yl)-5,6,7,8-tetrahydropyrimido[4,5-d]pyrimidin-2-yl)amino)phenyl)acrylamide CN(CCN(C1=C(C=C(C(=C1)OC)NC=1N=CC2=C(N(C(N(C2)C2=NNC=C2)=O)C)N1)NC(C=C)=O)C)C